(S)-N-(2-(4,4-Difluoropiperidin-1-yl)-6-methylpyrimidin-4-yl)-4-((1-hydroxypropan-2-yl)sulfonyl)-2-(6-azaspiro[2.5]octan-6-yl)benzamide FC1(CCN(CC1)C1=NC(=CC(=N1)NC(C1=C(C=C(C=C1)S(=O)(=O)[C@H](CO)C)N1CCC2(CC2)CC1)=O)C)F